CC=1C=CC=2N(C3=CC=C(C=C3C2C1)C)C1=CC=C(C=C1)C=1C(=NC(=C(C1C1=C(C=CC=C1)C1=NC(=NC(=N1)C1=CC=CC=C1)C1=CC=CC=C1)N1C2=C(C3=CC=CC=C13)C=CC=N2)C2=CC=C(C=C2)N2C1=CC=C(C=C1C=1C=C(C=CC21)C)C)N2C1=C(C3=CC=CC=C23)C=CC=N1 9,9'-(3,6-bis(4-(3,6-dimethyl-9H-carbazol-9-yl)phenyl)-4-(2-(4,6-diphenyl-1,3,5-triazin-2-yl)phenyl)pyridine-2,5-diyl)bis(9H-pyrido[2,3-b]indole)